CC1=CC(=NC(=N1)SC)C1(C(C(=C(C(=C1F)F)F)F)F)S(=O)(=O)OC methyl (6-methyl-2-(methylthio) pyrimidin-4-yl)-pentafluorobenzenesulfonate